6-(2,4-difluorophenoxy)-2-{[3-hydroxy-1-(2-hydroxyethyl)propyl]amino}-8-methylpyrido[2,3-D]pyrimidine-7(8h)-one FC1=C(OC2=CC3=C(N=C(N=C3)NC(CCO)CCO)N(C2=O)C)C=CC(=C1)F